4-methyl-7-(4,4,5,5-tetramethyl-1,3,2-dioxaborolan-2-yl)pyrido[3,2-b][1,4]oxazin-3-one CN1C2=C(OCC1=O)C=C(C=N2)B2OC(C(O2)(C)C)(C)C